ClC=1C=C(CN2[C@@H](CCC2)C(=O)O)C=CC1Cl (3,4-dichloro-benzyl)-proline